methyl-4-(3,3,3-trifluoroprop-1-ynyl)cyclohexanecarboxamide CC1(CCC(CC1)C#CC(F)(F)F)C(=O)N